1,3-dichloroisopropanol C(C(CCl)O)Cl